Methyl (2S)-2-aminopropionate hydrochloride Cl.N[C@H](C(=O)OC)C